C(C)(C)(C)OC(=O)O[C@@H]1[C@H]([C@@H](N(C1)C(=O)OC(C)(C)C)CC1=CC=C(C=C1)C1=CC(=C(C=C1)F)F)O tert-butyl (2S,3S,4S)-4-[(tert-butoxycarbonyl)oxy]-2-({3',4'-difluoro-[1,1'-biphenyl]-4-yl}methyl)-3-hydroxypyrrolidine-1-carboxylate